CN1[C@@H](CCC1)[C@H](C)OC1=NC=CC(=N1)C#N 2-[(1S)-1-[(2S)-1-methylpyrrolidin-2-yl]ethoxy]pyrimidine-4-carbonitrile